The molecule is an ultra-long-chain fatty acyl-CoA that results from the formal condensation of the thiol group of coenzyme A with the carboxy group of trans-octacos-2-enoic acid. It is a trans-2-enoyl-CoA, a monounsaturated fatty acyl-CoA and an ultra-long-chain fatty acyl-CoA. It is a conjugate acid of a trans-2-octacosenoyl-CoA(4-). CCCCCCCCCCCCCCCCCCCCCCCCC/C=C/C(=O)SCCNC(=O)CCNC(=O)[C@@H](C(C)(C)COP(=O)(O)OP(=O)(O)OC[C@@H]1[C@H]([C@H]([C@@H](O1)N2C=NC3=C(N=CN=C32)N)O)OP(=O)(O)O)O